N-(2-Chloro-6-(4-(trifluoromethoxy)phenoxy)pyridin-4-yl)-5-(2-(methylsulfonyl)propan-2-yl)benzo[b]thiophen-2-carboxamid ClC1=NC(=CC(=C1)NC(=O)C1=CC2=C(S1)C=CC(=C2)C(C)(C)S(=O)(=O)C)OC2=CC=C(C=C2)OC(F)(F)F